4-(((R)-1-(3-(difluoromethyl)-2-fluorophenyl)ethyl)amino)-2-methyl-7,8-dihydro-[1,4]dioxino[2,3-g]quinazoline-8-carboxylic acid ethyl ester C(C)OC(=O)C1OC2=C(C=C3C(=NC(=NC3=C2)C)N[C@H](C)C2=C(C(=CC=C2)C(F)F)F)OC1